FC1=C(C=C(C(=C1)C)C=1C=C(C=2N(C1)C=C(N2)C)N2CCOCC2)NC(C2=CC(=NC=C2)C(F)(F)F)=O N-(2-Fluoro-4-methyl-5-(2-methyl-8-morpholinoimidazo[1,2-a]pyridin-6-yl)phenyl)-2-(trifluoromethyl)isonicotinamide